N-(4-Methyl-5-oxo-4,5,6,7,8,9-hexahydropyrazolo[1,5-a][1,3]diazocin-6-yl)-5-(1-phenylethyl)-4H-1,2,4-triazol-3-carboxamid CN1C=2N(CCCC(C1=O)NC(=O)C1=NN=C(N1)C(C)C1=CC=CC=C1)N=CC2